OC1=C(C=CC(=C1)C(F)(F)F)C1=NN=C(C2=CC=CC=C12)NC1CCCCC1 (1R,2R,4R)-4-((4-(2-hydroxy-4-(trifluoromethyl)phenyl)phthalazin-1-yl)amino)cyclohexane